FC1=C(C(=CC=C1)F)[C@@H]1C[C@@H](C=2N1N=C(N2)[S@@](=O)CF)F (5S,7S)-5-(2,6-Difluorophenyl)-7-fluoro-2-[(R)-fluoromethylsulfinyl]-6,7-dihydro-5H-pyrrolo[1,2-b][1,2,4]triazol